P(=O)(OCCCCCCCCCCCC)(O)O.NCCNCCN Diethylenetriamine Lauryl Phosphate